FC(C1=CC=C(CSC=2OC3=C(N2)C=CC=C3C(=O)N)C=C1)(F)F 2-((4-(trifluoromethyl)benzyl)thio)benzo[d]oxazole-7-carboxamide